3-(8-nitro-4-oxo-benzo[d][1,2,3]triazin-3(4H)-yl)piperidine-2,6-dione [N+](=O)([O-])C1=CC=CC2=C1N=NN(C2=O)C2C(NC(CC2)=O)=O